Cl.C(C)(C)(C)OC([C@H](C)N)=O (2S)-2-aminopropionic acid tert-butyl ester hydrochloride